OC(CS(=O)(=O)C1=C(C=CC=C1)O)C 2-((2-hydroxypropyl)sulfonyl)phenol